butyl 8-(4,5,6,7-tetrahydrothiazolo[5,4-c]pyridin-2-yl)-3,8-diazabicyclo[3.2.1]octane-3-carboxylate N1=C(SC=2CNCCC21)N2C1CN(CC2CC1)C(=O)OCCCC